5-Ethoxy-N-(2-furanylmethyl)-1,4-dihydro-1,6-dimethyl-2,4-dioxopyrido[2,3-d]pyrimidine-3(2H)-acetamide C(C)OC1=C(C=NC=2N(C(N(C(C21)=O)CC(=O)NCC=2OC=CC2)=O)C)C